8-((1-((1R,2R)-2-aminocyclopropyl)-1H-indazol-6-yl)sulfonyl)-5-chloro-3-hydroxyquinazoline-2,4(1H,3H)-dione N[C@H]1[C@@H](C1)N1N=CC2=CC=C(C=C12)S(=O)(=O)C=1C=CC(=C2C(N(C(NC12)=O)O)=O)Cl